N-[2-[(3-bromo-2-fluoro-phenyl)methyl-ethyl-amino]ethyl]carbamic acid tert-butyl ester C(C)(C)(C)OC(NCCN(CC)CC1=C(C(=CC=C1)Br)F)=O